N1CCC12CCN(CC2)C2=C(C=CC=C2F)NS(=O)(=O)C2=CC=C(C=C2)S(=O)(=O)N(C)C N4-(2-{1,7-diazaspiro[3.5]nonan-7-yl}-3-fluorophenyl)-N1,N1-dimethylbenzene-1,4-disulfonamide